tert-Butyl 3-[(methylsulfanyl)methyl]azetidine-1-carboxylate CSCC1CN(C1)C(=O)OC(C)(C)C